CC1(CN(CC1)C1=CC(N(N=C1)CC=1N(N=NC1C=1C=NC(=CC1)C)C)=O)C 5-(3,3-dimethylpyrrolidin-1-yl)-2-[[3-methyl-5-(6-methyl-3-pyridinyl)triazol-4-yl]methyl]pyridazin-3-one